N1=CC=C(C=C1)C1(N=C(C2=C(N1)C=NC=C2)N)N2CC(=CC=C2)Cl 2-(pyridin-4-yl)-2-(3-chloro-pyridin-1-yl)pyrido[3,4-d]pyrimidin-4-amine